FC1=CC(=CC=2C(=NOC21)N2C(SC(=C2)CS(=O)(=O)C)=O)C=O 7-fluoro-3-((R)-5-((methanesulfonyl)methyl)-2-oxothiazol-3-yl)benzo[d]isoxazole-5-carbaldehyde